C1(CC1)C1=C(C=NC=C1)C(CN(C(CC=1C=NC(=NC1)C1(CC1)C)=O)CCC)O N-[2-(4-cyclopropyl-3-pyridyl)-2-hydroxy-ethyl]-2-[2-(1-methylcyclopropyl)pyrimidin-5-yl]-N-propyl-acetamide